C(C)(C)(C)C=1NC=2N(N=CC2C(=O)N2CCCCC2)C1NC(C)(CC(C)(C)C)C (2-(Tert-butyl)-3-((2,4,4-trimethylpentan-2-yl)amino)-1H-imidazo[1,2-b]pyrazol-7-yl)(piperidin-1-yl)methanone